N-((4S,5S)-3-((N-(cyanomethyl)acetamido)methyl)-7-ethyl-4-(4-fluorophenyl)-6-oxo-1-phenyl-4,5,6,7-tetrahydro-1H-pyrazolo[3,4-b]pyridin-5-yl)-3-(trifluoromethyl)benzamide C(#N)CN(C(C)=O)CC1=NN(C=2N(C([C@H]([C@H](C21)C2=CC=C(C=C2)F)NC(C2=CC(=CC=C2)C(F)(F)F)=O)=O)CC)C2=CC=CC=C2